5,15-dibromo-10,20-bis(pentafluorophenyl)porphyrin BrC=1C2=CC=C(N2)C(=C2C=CC(C(=C3C=CC(=C(C=4C=CC1N4)C4=C(C(=C(C(=C4F)F)F)F)F)N3)Br)=N2)C2=C(C(=C(C(=C2F)F)F)F)F